O-(benzotriazol-1-yl)-1,1,3,3-tetramethyl-uronium tetrafluoroborate F[B-](F)(F)F.N1(N=NC2=C1C=CC=C2)OC(=[N+](C)C)N(C)C